1-methyl-xanthine CN1C(=O)NC=2N=CNC2C1=O